methyl 4-ethyl-3-[(2-phenyl-1,3-oxazole-5-carbonyl)amino]benzoate C(C)C1=C(C=C(C(=O)OC)C=C1)NC(=O)C1=CN=C(O1)C1=CC=CC=C1